12-hydroxy-N-[2-[(1-oxooctyl)amino]ethyl]stearic acid amide OC(CCCCCCCCCCC(=O)NCCNC(CCCCCCC)=O)CCCCCC